N-(4-(N-(2-(1H-pyrrolo[2,3-b]pyridin-5-yloxy)-4-(4-((2-(4-chlorophenyl)-4,4-dimethylcyclohex-1-enyl)methyl)piperazin-1-yl)benzoyl)sulfamoyl)-2-nitrophenyl)morpholine-4-carboxamide N1C=CC=2C1=NC=C(C2)OC2=C(C(=O)NS(=O)(=O)C1=CC(=C(C=C1)NC(=O)N1CCOCC1)[N+](=O)[O-])C=CC(=C2)N2CCN(CC2)CC2=C(CC(CC2)(C)C)C2=CC=C(C=C2)Cl